C(C)C1=C(C(=CC(=C1C)C)C)O 2-ethyl-3,4,6-trimethylphenol